FC(N1N=C(C(=C1)N1C=C(C=2C1=NC=C(C2)C=2C(=NOC2C)C)C=2C(=CC(=NC2OCC)C(=O)O)OCC)C)F 5-(1-(1-(difluoromethyl)-3-methyl-1H-pyrazol-4-yl)-5-(3,5-dimethylisoxazol-4-yl)-1H-pyrrolo[2,3-b]pyridin-3-yl)-4,6-diethoxypicolinic acid